ClC1=CC=C(C=C1)C1(CC1)C(=O)C1(NCC2=CC=CC=C12)C(=O)O [1-(4-chlorophenyl)cyclopropanecarbonyl]isoindoline-1-carboxylic acid